NC1=NC(=NC=2N1N=C(N2)C=2OC=CC2)N2CC(CCC2)CN2CCN(CC2)C2=CC=C(C(=O)N(C)C)C=C2 4-(4-((1-(7-amino-2-(furan-2-yl)-[1,2,4]triazolo[1,5-a][1,3,5]triazin-5-yl)piperidin-3-yl)methyl)piperazin-1-yl)-N,N-dimethylbenzamide